(3S,5R)-3-(4-(bis(4-methoxybenzyl)amino)-2-oxo-2,3-dihydro-1H-imidazo[4,5-c]pyridin-1-yl)-5-methoxypiperidine-1-carboxylic acid tert-butyl ester C(C)(C)(C)OC(=O)N1C[C@H](C[C@H](C1)OC)N1C(NC=2C(=NC=CC21)N(CC2=CC=C(C=C2)OC)CC2=CC=C(C=C2)OC)=O